2-methyl-2-(4-phenyl-1H-pyrazol-1-yl)propionic acid CC(C(=O)O)(C)N1N=CC(=C1)C1=CC=CC=C1